1-(3-methoxypropyl)piperazine COCCCN1CCNCC1